1-chloro-6-(cyclopropylmethoxy)-9,9-dimethyl-9,10-dihydroacridine ClC1=CC=CC=2NC3=CC(=CC=C3C(C12)(C)C)OCC1CC1